BrC1=NN(C2=CC=CC(=C12)F)C([2H])([2H])[2H] bromo-4-fluoro-1-(methyl-d3)-1H-indazole